(S)-4,7-difluoro-N-((R)-3-hydroxy-1-(6-(pyridazin-4-yl)pyridin-3-yl)propyl)-7-isopropyl-5,6,7,8-tetrahydroacridine-2-carboxamide FC1=CC(=CC2=CC=3C[C@@](CCC3N=C12)(C(C)C)F)C(=O)N[C@H](CCO)C=1C=NC(=CC1)C1=CN=NC=C1